ClC1=C(C=C(C=C1)N(C(=O)C1N(NC(C1)=O)C1=NC(=CC(=N1)C)C(F)(F)F)CCCN(C)C)C1CC1 N-(4-chloro-3-cyclopropylphenyl)-N-(3-(dimethylamino)propyl)-2-(4-methyl-6-(trifluoromethyl)pyrimidin-2-yl)-5-oxopyrazolidine-3-carboxamide